1-(2'-chloro-[1,1'-biphenyl]-4-yl)ethan-1-one ClC1=C(C=CC=C1)C1=CC=C(C=C1)C(C)=O